OCC([C@H](C[C@@H]1C(NCC1)=O)NC(=O)[C@H]1N(C[C@@H]2[C@H]1CCC2)C(=O)[C@@]2(NC(CC2)=O)C2=CC=CC=C2)=O (1S,3aS,6aR)-N-((S)-4-hydroxy-3-oxo-1-((R)-2-oxopyrrolidin-3-yl)butan-2-yl)-2-((S)-5-oxo-2-phenylpyrrolidine-2-carbonyl)octahydrocyclopenta[c]pyrrole-1-carboxamide